4-(pyridin-2-yl-dithio)-2-sulfo-butyric acid N1=C(C=CC=C1)SSCCC(C(=O)O)S(=O)(=O)O